docosanamidopropylethyldimethyl-ammonium sulfate S(=O)(=O)([O-])[O-].C(CCCCCCCCCCCCCCCCCCCCC)(=O)NCCC[N+](C)(C)CC.C(CCCCCCCCCCCCCCCCCCCCC)(=O)NCCC[N+](CC)(C)C